[W].O water tungsten